OC1=C(C=C(C=C1)N)O 1,2-dihydroxy-4-aminobenzene